(tert-butyldiphenylsilyl)seryl-L-threonine methyl ester COC([C@@H](NC([C@@H](N[Si](C1=CC=CC=C1)(C1=CC=CC=C1)C(C)(C)C)CO)=O)[C@H](O)C)=O